1-(((R)-7-((2S,4S,5R)-4-amino-5-fluoro-2-phenylpiperidine-1-carbonyl)-7-azaspiro[4.5]dec-10-yl)methyl)-4-phenylpyridin-2(1H)-one N[C@H]1C[C@H](N(C[C@H]1F)C(=O)N1CC2(CCCC2)[C@@H](CC1)CN1C(C=C(C=C1)C1=CC=CC=C1)=O)C1=CC=CC=C1